C(C1=CC=CC=C1)OC(=O)NC12CN(C(C1)C2)C(=O)OC(C)(C)C tert-butyl 4-(((benzyloxy)carbonyl)amino)-2-azabicyclo[2.1.1]hexane-2-carboxylate